IC1=CC2=C(C(N(CCS2(=O)=O)C2COC2)=O)S1 7-iodo-4-(oxetan-3-yl)-3,4-dihydrothieno[2,3-f][1,4]thiazepin-5(2H)-one 1,1-dioxide